(2,6-difluorophenyl)-2H-1,2,3-triazol-4-amine FC1=C(C(=CC=C1)F)N1N=CC(=N1)N